O=C1N(C(C2=CC=CC=C12)=O)C1=CC(=NN1CC1=CC=C(C=C1)OC)C1=C[C@H]2[C@@H]([C@H]2C1)C(=O)OCC ethyl (1S,5S,6R)-3-(5-(1,3-dioxoisoindolin-2-yl)-1-(4-methoxybenzyl)-1H-pyrazol-3-yl)bicyclo[3.1.0]hex-2-ene-6-carboxylate